COC1=CC=C2C=C(C(=NC2=C1)C)CC(=O)OC(C)(C)C tert-butyl 2-(7-methoxy-2-methylquinolin-3-yl)acetate